Isoarsindole C=1[AsH]C=C2C=CC=CC12